FC(C1=CC2=C(SC(=C2)C(N[C@H]2CCC[C@@H]3N(C2=O)[C@@H](CC3)C(=O)N3CC(C3)C3=CSC=C3F)=O)C=C1)P(O)(O)=O (fluoro(2-(((3S,6S,9aS)-3-(3-(4-fluorothiophen-3-yl)azetidine-1-carbonyl)-5-oxooctahydro-1H-pyrrolo[1,2-a]azepin-6-yl)carbamoyl)benzo[b]thiophen-5-yl)methyl)phosphonic acid